OCC1=C2CCNC(C2=CC=C1)=O 5-(hydroxymethyl)-3,4-dihydroisoquinolin-1(2H)-one